FC(C1(CCC1)C(=O)NCC=1C=CC=C(C(=O)N)C1)(F)F 5-((1-(trifluoromethyl)cyclobutane-1-carboxamido)methyl)benzamide